C1=CC(=C[N+](=C1)[C@H]2[C@@H]([C@@H]([C@H](O2)COP(=O)([O-])[O-])O)O)C(=O)[O-] The molecule is dianion of nicotinic acid D-ribonucleotide arising from deprotonation of carboxylic acid and phosphate functions. It has a role as a human metabolite and a Saccharomyces cerevisiae metabolite. It is a conjugate base of a nicotinic acid D-ribonucleotide.